C1(CC1)N1C[C@@H](CCC1)NC1=NN=C(C=2CCCCC12)C1=C(C=C(C#N)C=C1)OCOCC (R)-4-(4-((1-cyclopropylpiperidin-3-yl)amino)-5,6,7,8-tetrahydrophthalazin-1-yl)-3-(ethoxymethoxy)benzonitrile